C(C)(=O)O[C@]1(C(C(=C2C=C(N(C=C2C1=O)NC(C1=CC=NC=C1)=O)\C=C\C(=C\[C@H](CC)C)\C)Cl)=O)C (R)-5-chloro-3-((S,1E,3E)-3,5-dimethylhepta-1,3-dien-1-yl)-2-(isonicotinamido)-7-methyl-6,8-dioxo-2,6,7,8-tetrahydroisoquinolin-7-yl acetate